(1S,2S)-2-fluoro-N-[3-(5-fluoro-4-methylpyridin-3-yl)-1-methyl-2-oxo-1,6-naphthyridin-7-yl]cyclopropane-1-carboxamide F[C@@H]1[C@@H](C1)C(=O)NC1=NC=C2C=C(C(N(C2=C1)C)=O)C=1C=NC=C(C1C)F